4-[5,6-dichloro-2-(4-chlorothiazol-5-yl)pyrimidin-4-yl]-6-fluoro-1,4-diazepan-1-carboxylic acid tert-butyl ester C(C)(C)(C)OC(=O)N1CCN(CC(C1)F)C1=NC(=NC(=C1Cl)Cl)C1=C(N=CS1)Cl